N-((S)-1-(((S)-4-((5-cyanopyridin-2-yl)oxy)-3-oxo-1-((S)-2-oxopiperidin-3-yl)butan-2-yl)amino)-4-methyl-1-oxopentan-2-yl)-4-methoxy-1H-indole-2-carboxamide C(#N)C=1C=CC(=NC1)OCC([C@H](C[C@H]1C(NCCC1)=O)NC([C@H](CC(C)C)NC(=O)C=1NC2=CC=CC(=C2C1)OC)=O)=O